C(C)(C)(C)OC(=O)N([C@@H](C(=O)O)CCC)C (R)-2-((tert-butoxycarbonyl)(methyl)amino)pentanoic acid